(1S,2S,3R,5S)-3-(5-((2-cyclopentylethyl)thio)-7-(((1R,2S)-2-(3,4-diFluorophenyl)cyclopropyl)amino)-3H-[1,2,3]triazolo[4,5-d]pyrimidin-3-yl)-5-(2-hydroxyethoxy)cyclopentane-1,2-diol C1(CCCC1)CCSC=1N=C(C2=C(N1)N(N=N2)[C@H]2[C@@H]([C@@H]([C@H](C2)OCCO)O)O)N[C@H]2[C@@H](C2)C2=CC(=C(C=C2)F)F